1-(2-fluoro-4-(2,6-diazaspiro[3.3]heptan-2-yl)phenyl)dihydropyrimidine-2,4(1H,3H)-dione trifluoroacetate FC(C(=O)O)(F)F.FC1=C(C=CC(=C1)N1CC2(C1)CNC2)N2C(NC(CC2)=O)=O